ClC1=CC=C(C=C1)[C@@]1(N(C(C2=CC(=CC=C12)C(C)(C)O)=O)CC1=NC=C(C=C1)Cl)OC1CC(CC1)O (3R)-3-(4-chlorophenyl)-2-[(5-chloropyridin-2-yl)methyl]-3-[(3-hydroxycyclopentyl)oxy]-6-(2-hydroxypropan-2-yl)-2,3-dihydro-1H-isoindol-1-one